1H-imidazole-4-carbonitrile, ammonium salt [NH4+].N1C=NC(=C1)C#N